6-((1-(cyclopropylsulfonyl)cyclopropyl)methyl)-1-((1-hydroxycyclopropyl)methyl)-7-oxo-4,5,6,7-tetrahydro-1H-pyrazolo[3,4-c]pyridine-3-carboxamide C1(CC1)S(=O)(=O)C1(CC1)CN1C(C2=C(CC1)C(=NN2CC2(CC2)O)C(=O)N)=O